C(C)(=O)OC1C=C1.[Na] Natrium cycloprop-2-en-1-yl acetate